BrC1=CC=C(C=C1)C1C(C1)C(=O)N1CCN(CC1)C(=O)C=1C=NC(=CC1)OC (4-(2-(4-bromophenyl)cyclopropane-1-carbonyl)piperazin-1-yl)(6-methoxypyridin-3-yl)methanone